(1s,4s)-4-(3-Chloroanilino)-2'-(3-chloro-4-methoxyphenyl)spiro[cyclohexane-1,1'-indene]-4-carboxylic acid ClC=1C=C(NC2(CCC3(C(=CC4=CC=CC=C34)C3=CC(=C(C=C3)OC)Cl)CC2)C(=O)O)C=CC1